CS(=O)(=O)N1CCC2(CCC(N2)=O)CC1 8-(methylsulfonyl)-2-oxo-1,8-diazaspiro[4.5]decan